O=S1(CC2=C(C=3C=CC=CC13)SC(=C2)C(=O)N2CCN(CC2)CCCCCCCC)=O (5,5-Dioxido-4H-thieno[3,2-c]thiochromen-2-yl)(4-octylpiperazin-1-yl)methanone